6-Benzyl-3-(3-bromobenzyl)-1,2,3,4,6,8,9,10-octahydro-5H-pyrido[3,4-e]pyrimido[1,2-a]pyrimidin-5-one C(C1=CC=CC=C1)N1C=2N(C3=C(C1=O)CN(CC3)CC3=CC(=CC=C3)Br)CCCN2